C=1(C(=CC(=CC1)C(=O)OCCCCCCCCC)C(=O)OCCCCCCCCC)C(=O)OCCCCCCCCC trinonyl 1,2,4-benzenetricarboxylate